BrC=1C=NC(=NC1)N[C@H]1CN(CC1)C(=O)C1=CC=C(C=C1)N(C(C=C)=O)C (R)-N-(4-(3-((5-bromopyrimidin-2-yl)amino)pyrrolidine-1-carbonyl)phenyl)-N-methylacrylamide